N-[4-({7-[2-(dimethylamino)ethoxy]-5-methoxyquinazolin-4-yl}amino)phenyl]-2-[4-(prop-2-yl)-1H-1,2,3-triazol-1-yl]acetamide CN(CCOC1=CC(=C2C(=NC=NC2=C1)NC1=CC=C(C=C1)NC(CN1N=NC(=C1)C(C)C)=O)OC)C